4-(((3,4-dihydroisoquinolin-2(1H)-yl)methyl)-4-hydroxypiperidin-1-yl)(3-((tetrahydro-2H-pyran-4-yl)amino)phenyl)methanone C1N(CCC2=CC=CC=C12)CC1N(CCC(C1)O)C1=C(C=C(C=C1)C=O)NC1CCOCC1